ClC1=C(C=C(C=C1)C(=O)N1CCC(CC1)=O)S(=O)(=O)Cl 2-chloro-5-(4-oxopiperidine-1-carbonyl)benzene-1-sulfonyl chloride